C(C=C)(=O)N1C[C@H](CCC1)C1=NN(C=2C(=NNC(C21)=O)N)C2=CC=C(C=C2)OC2=CC(=CC=C2)F (S)-3-(1-acryloylpiperidin-3-yl)-7-amino-1-(4-(3-fluorophenoxy)phenyl)-1,5-dihydro-4H-pyrazolo[3,4-d]pyridazin-4-one